tert-butyl N-[(6R)-6-hydroxy-12,12-dimethyl-13-oxo-6,15-bis(trifluoromethyl)-19-oxa-3,4,18-triazatricyclo[12.3.1.12,5]nonadeca-1(18),2,4,14,16-pentaen-17-yl]carbamate O[C@]1(C2=NN=C(C=3C(=CC(=C(C(C(CCCCC1)(C)C)=O)N3)C(F)(F)F)NC(OC(C)(C)C)=O)O2)C(F)(F)F